(((tert-butyldimethylsilyl)oxy)methyl)pyrrolidin-2-one [Si](C)(C)(C(C)(C)C)OCN1C(CCC1)=O